3-(furan-2-yl)crotonic acid O1C(=CC=C1)\C(=C/C(=O)O)\C